N,N-dibenzylaminoethanol C(C1=CC=CC=C1)N(CC1=CC=CC=C1)C(C)O